[N+](=O)([O-])C1=CC=C(C=C1)N(C1(CC=C(C=C1)N(C1=CC2=CC=CC=C2C=C1)C1=CC=C(C=C1)[N+](=O)[O-])C1=CC=CC=C1)C1=CC2=CC=CC=C2C=C1 N,N'-bis(4-nitrophenyl)-N,N'-di-2-naphthyl-1,4-biphenyldiamine